OC1CN(C1)C(=O)C=1N(C=C2N(CN(CC21)C)CC(C)C)CC2=CC=CC1=CC=CC=C21 5-(3-hydroxyazetidine-1-carbonyl)-1-isobutyl-3-methyl-6-(naphthalen-1-ylmethyl)-1,6-dihydro-2H-pyrrolo[3,4-d]Pyrimidine